C(CCCC)(=O)O.C(CCCC)(=O)O pentanoic acid (pentanoate)